3-(4-(2-(2-Aminopyridin-3-yl)-5-phenyl-3H-imidazo[4,5-b]pyridin-3-yl)benzyl)-3-azabicyclo[3.2.1]octan-8-amine NC1=NC=CC=C1C1=NC=2C(=NC(=CC2)C2=CC=CC=C2)N1C1=CC=C(CN2CC3CCC(C2)C3N)C=C1